FC1=C(C(=O)O)C=C(C(=C1OCC1=CC=C(C=C1)OC)F)F 2,4,5-trifluoro-3-((4-methoxybenzyl)oxy)benzoic acid